C1(=CC(=CC=C1)C(=O)[O-])C1=CC=C(C=C1)C(=O)[O-] 3,4'-biphenyldicarboxylate